4-aminobutyl tert-butylcarbamate C(C)(C)(C)NC(OCCCCN)=O